OC(C)(C)C=1C=C(C=C(C1)C1=CC=CC=C1)S(=O)(=O)N 5-(2-hydroxypropan-2-yl)biphenyl-3-sulfonamide